(R)-N-(4-(3-((7-chloroquinazolin-2-yl)amino)piperidine-1-carbonyl)phenyl)propionamide ClC1=CC=C2C=NC(=NC2=C1)N[C@H]1CN(CCC1)C(=O)C1=CC=C(C=C1)NC(CC)=O